8,11,14-heptadecanetriene CCCCCCCC=CCC=CCC=CCC